COC([C@@H](CC1=CC(=C(C(=C1)C)N)C)NC(=O)OCC1=CC=CC=C1)=O.[Se]1C(=CCC1)CCCC(=O)O Selenolinebutyric acid methyl-(R)-3-(4-amino-3,5-dimethylphenyl)-2-(benzyloxycarbonylamino)propanoate